sodium hydrogen (Z)-4-(5-bromo-3-(1-cyano-2-(5-cyano-2-methoxyphenyl) vinyl)-1H-indol-1-yl)-4-oxobutylphosphonate BrC=1C=C2C(=CN(C2=CC1)C(CCCP(O)([O-])=O)=O)/C(=C/C1=C(C=CC(=C1)C#N)OC)/C#N.[Na+]